syn-dibeta-naphthyl-p-phenylenediamine C1=C(C=CC2=CC=CC=C12)NC1=CC=C(C=C1)NC1=CC2=CC=CC=C2C=C1